FC=1C(=NC(=NC1)NC1=CC=C(C=C1)OCCOC)N 5-fluoro-N2-(4-(2-methoxyethoxy)phenyl)pyrimidine-2,4-diamin